3-(Benzyloxy)propane-1,2-diyl bis(2-nonylundecanoate) C(CCCCCCCC)C(C(=O)OCC(COCC1=CC=CC=C1)OC(C(CCCCCCCCC)CCCCCCCCC)=O)CCCCCCCCC